OC(C(=O)N/N=C/C1=CC2=CC=CC=C2C=C1)(C)C (E)-2-hydroxy-2-methyl-N'-(naphthalen-2-ylmethylene)propanehydrazide